CC(CNC)(C)NC(OC(C)(C)C)=O tert-butyl (2-methyl-1-(methylamino)propan-2-yl)carbamate